CN(CCNC(C1=CC=C(C=C1)NC1=C(N=C2N1C=CN=C2)C2=CC=C(C=C2)C)=O)C N-[2-(dimethylamino)ethyl]-4-[[2-(4-methylphenyl)imidazo[1,2-a]pyrazin-3-yl]amino]benzamide